5-(4-((6-ethyl-5-oxo-4,5-dihydrofuro[3,2-b]pyridin-2-yl)methyl)piperazin-1-yl)-N-methylpyridinecarboxamide C(C)C1=CC2=C(NC1=O)C=C(O2)CN2CCN(CC2)C=2C=CC(=NC2)C(=O)NC